trans-3-{[2-(trifluoromethyl)benzyl]oxy}cyclobutane-1-carboxylic acid FC(C1=C(CO[C@@H]2C[C@H](C2)C(=O)O)C=CC=C1)(F)F